C(C)(C)(C)OC(=O)N1C[C@@H]([C@@H](CC1)NC(=O)OC(C)(C)C)F.NC=1C=C(C=CC1)[Si](OC)(OC)OC m-AMINOPHENYL-TRIMETHOXYSILANE tert-butyl-(3S,4R)-4-((tert-butoxycarbonyl)amino)-3-fluoropiperidine-1-carboxylate